[Cl-].CN(C1=CC=C(C=C1)C1S(C2=C(N1C)C=CC(=C2)C)=O)C 2-[4-(dimethylamino)phenyl]-3,6-dimethylbenzothiazolon chloride